Ethyl 1,4-diacetyl-1,4-dihydropyrazolo[4,3-c]pyrazole-3-carboxylate C(C)(=O)N1N=C(C2=C1C=NN2C(C)=O)C(=O)OCC